COC(=O)C(C)CC(C)C(=O)OC pentane-2,4-dicarboxylic acid dimethyl ester